2,6-di-tert-butyl-4-benzylidene-2,5-cyclohexadien-1-one C(C)(C)(C)C=1C(C(=CC(C1)=CC1=CC=CC=C1)C(C)(C)C)=O